FC1=CC=C(CC=2C=3N(C4=C(C2)NCC4(C)C)C(N(N3)C3COC3)=O)C=C1 4-(4-fluorobenzyl)-8,8-dimethyl-2-(oxetan-3-yl)-2,6,7,8-tetrahydro-1H-pyrrolo[2,3-e][1,2,4]triazolo[4,3-a]pyridin-1-one